(4-naphthalene-2-yl-phenyl)-[1,1':2',1'']terphenyl-4'-yl-amine C1=C(C=CC2=CC=CC=C12)C1=CC=C(C=C1)NC=1C=C(C(=CC1)C1=CC=CC=C1)C1=CC=CC=C1